N-((2R,3S)-2-((((CIS)-4-phenylcyclohexyl)oxy)methyl)-1-(5-(trifluoromethyl)pyridin-2-yl)pyrrolidin-3-yl)methanesulfonamide C1(=CC=CC=C1)[C@H]1CC[C@H](CC1)OC[C@@H]1N(CC[C@@H]1NS(=O)(=O)C)C1=NC=C(C=C1)C(F)(F)F